di-secondary butyl peroxydicarbonate C(=O)(OC(C)CC)OOC(=O)OC(C)CC